4-benzyloxy-3-(3,3,4,4-tetrafluoropyrrolidin-1-yl)-1H-indazole C(C1=CC=CC=C1)OC1=C2C(=NNC2=CC=C1)N1CC(C(C1)(F)F)(F)F